bis-(2-phenoxyethyl) peroxydicarbonate C(=O)(OCCOC1=CC=CC=C1)OOC(=O)OCCOC1=CC=CC=C1